BrC1=C2C=3N(C(NC3C=C1)=O)C\C=C/CO2 (Z)-5-bromo-7,10-dihydro-6-oxa-2,10a-diazacycloocta[cd]inden-1(2H)-one